NC1=C(C(=O)NC(C)C)C=C(C=N1)C1=C(C(=C(C=C1)NC(C(O)C1=CC(=CC(=C1)F)F)=O)F)C 2-amino-5-(4-(2-(3,5-difluorophenyl)-2-hydroxyacetamido)-3-fluoro-2-methylphenyl)-N-isopropylnicotinamide